(R)-N-(1-(3,4-dichlorophenyl)-2-(4-methylpiperazin-1-yl)ethyl)-4-phenoxybenzenesulfonamide ClC=1C=C(C=CC1Cl)[C@H](CN1CCN(CC1)C)NS(=O)(=O)C1=CC=C(C=C1)OC1=CC=CC=C1